C(CC)(=O)ONP(=O)(OC[C@H]1O[C@H]([C@]([C@@H]1O)(C)F)N1C(NC(C=C1)=O)=O)OC1=CC=C(C=C1)N1N=CN=C1 (((4-(1H-1,2,4-triazol-1-yl) phenoxy) (((2R,3R,4R,5R)-5-(2,4-dioxo-3,4-dihydropyrimidin-1(2H)-yl)-4-fluoro-3-hydroxy-4-methyltetrahydrofuran-2-yl) methoxy) phosphoryl) amino) propionate